L-1-propyl gallate C(C1=CC(O)=C(O)C(O)=C1)(=O)OCCC